CC(C(N)(C)C)(CCCN)C tetramethyl-1,5-diaminopentane